2-Amino-N-{1-[4-chloro-7-(1,1-dioxido-1,2,5-thiadiazepan-5-yl)pyrazolo[1,5-a]pyridin-6-yl]ethyl}pyrazolo[1,5-a]pyrimidine-3-carboxamide NC1=NN2C(N=CC=C2)=C1C(=O)NC(C)C=1C=C(C=2N(C1N1CCNS(CC1)(=O)=O)N=CC2)Cl